Lithium-niobium-oxide [O-2].[Nb+5].[Li+].[O-2].[O-2]